((2R,6R)-2,6-dimethylpiperazine-1,4-diyl)bis((4-methoxyphenyl)methanone) C[C@H]1N([C@@H](CN(C1)C(=O)C1=CC=C(C=C1)OC)C)C(=O)C1=CC=C(C=C1)OC